ClC1=NC(=C2N=CN(C2=N1)C(C)C)NCC=1C(=NC=CC1)C=1C=NC(=CC1)OC 2-chloro-9-isopropyl-N-((6'-methoxy-[2,3'-bipyridin]-3-yl)methyl)-9H-purin-6-amine